methyl (R)-3-(1-amino-8-azaspiro[4.5]dec-8-yl)-6-((2,3-dichloropyridin-4-yl) thio)-5-methylpyrazine-2-carboxylate N[C@@H]1CCCC12CCN(CC2)C=2C(=NC(=C(N2)C)SC2=C(C(=NC=C2)Cl)Cl)C(=O)OC